FC1=C(OP(=O)(OC2=CC=CC=C2)N[C@H](C(=O)OC(C)C)C)C(=C(C(=C1F)F)F)F isopropyl (2S)-2-{[2,3,4,5,6-pentafluorophenoxy(phenoxy)phosphoryl]amino}propanoate